methyl 2-amino-3-(7-(4-(ethoxymethyl)-2,6-dimethoxyphenyl)-1-methyl-1H-indazol-4-yl)propanoate TFA salt OC(=O)C(F)(F)F.NC(C(=O)OC)CC1=C2C=NN(C2=C(C=C1)C1=C(C=C(C=C1OC)COCC)OC)C